CC1(CNC=2C=NC=3N(C21)N=C(C3)CC(F)(F)F)C(F)(F)F 8-methyl-2-(2,2,2-trifluoroethyl)-8-(trifluoromethyl)-7,8-dihydro-6H-pyrazolo[1,5-a]pyrrolo[2,3-e]pyrimidine